BrC(CN1C(N(C(N(C1=O)CC(CBr)Br)=O)CC(CBr)Br)=O)CBr 1,3,5-Tris(2,3-dibromopropyl)-2,4,6-trioxohexahydro-s-triazine